C1(CC1)OC=1C=C2C(=NNC2=CC1)C=1C=C(C(N(N1)C)=O)N1CCOCC1 6-(5-Cyclopropoxy-1H-indazol-3-yl)-2-methyl-4-morpholinopyridazin-3(2H)-one